2-[[5-[4-(dimethoxymethyl)-1-piperidyl]benzimidazol-1-yl]methoxy]ethyl-trimethyl-silane COC(C1CCN(CC1)C1=CC2=C(N(C=N2)COCC[Si](C)(C)C)C=C1)OC